[N+](=O)([O-])C1=CC(=[N+](C=C1)[O-])N1C(CCC1)NC(C1=C(C=CC=C1C(C)C)C(C)C)=O 4-nitro-2-(2-(2,6-diisopropylbenzamido)pyrrolidinyl)pyridine 1-oxide